N-(6-methoxy-1-((3-methoxyphenyl)amino)isoquinolin-7-yl)-4-(piperidin-1-yl)butanamide COC=1C=C2C=CN=C(C2=CC1NC(CCCN1CCCCC1)=O)NC1=CC(=CC=C1)OC